(trihydroxymethyl)aminoethane OC(O)(O)NCC